N,N'-dihydroxypropyl-urea ON(C(=O)NO)CCC